N-(5-chloro-4-(6-chloroindolin-1-yl)pyrimidin-2-yl)-6-methoxy-2-methyl-1,2,3,4-tetrahydroisoquinolin-7-amine ClC=1C(=NC(=NC1)NC1=C(C=C2CCN(CC2=C1)C)OC)N1CCC2=CC=C(C=C12)Cl